5-(2-methyl-1-(tetrahydro-2H-pyran-4-yl)-1H-imidazo[4,5-b]pyridin-6-yl)-N-(cis-3-morpholinocyclobutyl)pyrrolo[2,1-f][1,2,4]triazin-2-amine CC=1N(C=2C(=NC=C(C2)C=2C=CN3N=C(N=CC32)N[C@@H]3C[C@@H](C3)N3CCOCC3)N1)C1CCOCC1